The molecule is a tricarboxylic acid that consists of hex-1-ene having three carboxy groups located at positions 1, 2 and 6 (the Z-geoisomer). It is a conjugate acid of a cis-trihomoaconitate(3-). C(CCC(=O)O)C/C(=C/C(=O)O)/C(=O)O